5-(1-trityl-1H-imidazol-4-yl)pentanoic acid C(C1=CC=CC=C1)(C1=CC=CC=C1)(C1=CC=CC=C1)N1C=NC(=C1)CCCCC(=O)O